(5-bromopyridin-3-yl)-cyclopropyl-(4-methyl-4H-1,2,4-triazol-3-yl)methanol BrC=1C=C(C=NC1)C(O)(C1=NN=CN1C)C1CC1